(N,N-bis(2-hydroxyethyl-methyl)Aminoethyl)oxamide OCCCN(CCCO)CCNC(=O)C(=O)N